O1C=NC=C1 oxazol